CC1=NC2=CC=C(C=C2C(=N1)N[C@H](C)C1=CC(=CC(=C1)C(F)(F)F)[N+](=O)[O-])C1CCN(CC1)CC(=O)OC(C)(C)C tert-Butyl (R)-2-(4-(2-methyl-4-((1-(3-nitro-5-(trifluoromethyl)phenyl)ethyl)amino)quinazolin-6-yl)piperidin-1-yl)acetate